MONOMETHYLAMIN CN